cholesta-8(9),14-dien CC(C)CCC[C@@H](C)[C@H]1CC=C2C=3CCC4CCCC[C@]4(C)C3CC[C@]12C